CNCCCCCCCCNC N,N'-dimethyl-1,8-diaminooctane